C(C)(C)(C)C1=C(C=C(C(=C1O)C(C)(C)C)C(C)C)O 2,4-Ditert-butyl-5-propan-2-ylbenzene-1,3-diol